ethyl 2-(3-(2-(dimethylamino)ethyl)-2-oxopyridin-1(2H)-yl)-4-methylpentanoate CN(CCC=1C(N(C=CC1)C(C(=O)OCC)CC(C)C)=O)C